3-[(2-bromo-3-methoxy-4-pyridinyl)methyl]-7-[(3-fluoro-2-pyridinyl)oxy]-4-methyl-chromen-2-one BrC1=NC=CC(=C1OC)CC=1C(OC2=CC(=CC=C2C1C)OC1=NC=CC=C1F)=O